Tris-(1-benzotriazolyl)methane manganese(II) hydroxide [OH-].[Mn+2].N1(N=NC2=C1C=CC=C2)C(N2N=NC1=C2C=CC=C1)N1N=NC2=C1C=CC=C2.[OH-]